FC(C1=C(N=CC(=N1)C(=O)O)OC)F 6-(Difluoromethyl)-5-methoxypyrazine-2-carboxylic acid